Cholenoic Acid C[C@H](C=CC(=O)O)[C@H]1CC[C@@H]2[C@@]1(CC[C@H]3[C@H]2CCC4[C@@]3(CCCC4)C)C